CC=1C(=NC=CC1N1CC2(C1)CNCC2)C(F)(F)F 2-(3-methyl-2-(trifluoromethyl)pyridin-4-yl)-2,6-diazaspiro[3.4]octane